N1(C=NC=C1)C(=O)[C@@H]1N(C2(CC2)CC1)C(=O)OC(C)(C)C tert-butyl (5R)-5-(imidazole-1-carbonyl)-4-azaspiro[2.4]heptane-4-carboxylate